trans-3-(2,3,5,6-tetramethyl-benzoyl)acrylic acid CC1=C(C(=O)/C=C/C(=O)O)C(=C(C=C1C)C)C